CN1C(C(=C(C2=CC=CC=C12)N1CCC(CC1)C=1OC2=C(N1)C=C(C=C2)C)C(=O)N)=O 1-Methyl-4-[4-(5-methyl-1,3-benzooxazol-2-yl)piperidin-1-yl]-2-oxo-1,2-dihydroquinoline-3-carboxamide